3,5-Dimethyl-isoxazole-4-carboxylic acid {(R or S)-1-[5-(1-methyl-2-oxo-1,2,3,4-tetrahydro-quinolin-6-yl)-pyridin-3-yl]-ethyl}-amide CN1C(CCC2=CC(=CC=C12)C=1C=C(C=NC1)[C@@H](C)NC(=O)C=1C(=NOC1C)C)=O |o1:17|